C(C)C1=CNC2=NC=C(C=C21)C=2C=C1N(N2)CCC12CN(C2)C(=O)OC(C)(C)C tert-butyl 2'-(3-ethyl-1H-pyrrolo[2,3-b]pyridin-5-yl)-5',6'-dihydrospiro[azetidine-3,4'-pyrrolo[1,2-b]pyrazole]-1-carboxylate